N,N-dimethylaminomethylpropanol CN(C)CC(CC)O